2-hydroxy-4-(2-(piperidin-1-yl)ethoxy)benzaldehyde OC1=C(C=O)C=CC(=C1)OCCN1CCCCC1